COC1=C(C(=O)NCC(F)(F)F)C(=CC(=C1)N1C=NC2=C1C=CC(=C2)C2=NN=C(N2)C)OC 2,6-dimethoxy-4-[5-(5-methyl-4H-1,2,4-triazol-3-yl)benzimidazol-1-yl]-N-(2,2,2-trifluoroethyl)benzamide